BrC=1C=CC(=NC1)CN1N=NC(=C1)C=1C=C(C=NC1)N(C)C 5-(1-((5-bromopyridin-2-yl)methyl)-1H-1,2,3-triazol-4-yl)-N,N-dimethylpyridin-3-amine